(2S,4R)-1-[(2S)-3,3-dimethyl-2-(undec-10-ynoylamino)butanoyl]-4-hydroxy-N-[[4-(4-methylthiazol-5-yl)phenyl]methyl]pyrrolidine-2-carboxamide CC([C@@H](C(=O)N1[C@@H](C[C@H](C1)O)C(=O)NCC1=CC=C(C=C1)C1=C(N=CS1)C)NC(CCCCCCCCC#C)=O)(C)C